C(C)(C)CC(C)(C1=CC=CC=C1)OOC(CC(C)C)(C)C1=CC=CC=C1 bis(isopropyl cumyl) peroxide